2-[1-[2-(3-Carbamoyl-3-phenyl-azetidin-1-yl)-6-methyl-4-oxo-chromen-8-yl]ethylamino]benzoic acid C(N)(=O)C1(CN(C1)C=1OC2=C(C=C(C=C2C(C1)=O)C)C(C)NC1=C(C(=O)O)C=CC=C1)C1=CC=CC=C1